NC1=NN2C(N=C(C=C2)C=2C=C3CN(C(C3=C(C2)OC(F)F)=O)[C@@H](C)C2CC2)=C1C(=O)N[C@@H](CO)C1CC1 2-amino-N-[(1R)-1-cyclopropyl-2-hydroxyethyl]-5-{2-[(1S)-1-cyclopropylethyl]-7-(difluoromethoxy)-1-oxo-2,3-dihydro-1H-isoindol-5-yl}pyrazolo[1,5-a]pyrimidine-3-carboxamide